cyclohexane-1,4-dicarboxylic acid di-n-tridecyl ester C(CCCCCCCCCCCC)OC(=O)C1CCC(CC1)C(=O)OCCCCCCCCCCCCC